ClC=1C(=C(C=CC1)NC1=C(NC2=C1C(NCC2)=O)C2=CC=NC1=CC=C(N=C21)OC[C@H]2OCC2)OC 3-[(3-chloro-2-methoxyphenyl)amino]-2-[6-[(2S)-oxetan-2-ylmethoxy]-1,5-naphthyridin-4-yl]-1H,5H,6H,7H-pyrrolo[3,2-c]pyridin-4-one